N-(5-chloro-3-((2,6-dimethoxyphenyl)amino)pyrazin-2-yl)-6-cyclopropoxypyridine ClC=1N=C(C(=NC1)N1CC=CC=C1OC1CC1)NC1=C(C=CC=C1OC)OC